9-bromo-4,7-dimethyl-3-phenylpyrazolo[1,5-a]quinazolin-5(4H)-one BrC=1C=C(C=C2C(N(C=3N(C12)N=CC3C3=CC=CC=C3)C)=O)C